2-(3-acetyl-5-(pyrimidin-5-ylamino)-1H-pyrrolo[2,3-c]pyridin-1-yl)-N-(2-(3-chloro-2-fluorobenzylamino)-2-oxoethyl)-N-cyclopropylacetamide C(C)(=O)C1=CN(C2=CN=C(C=C21)NC=2C=NC=NC2)CC(=O)N(C2CC2)CC(=O)NCC2=C(C(=CC=C2)Cl)F